C(C)(C)(C)NC(=O)C1N(CCC1)CC1=CC(=NC=C1)C=1C=C2CN(C(C2=CC1)=O)C1C(NC(CC1)=O)=O N-(tert-butyl)-1-((2-(2-(2,6-dioxopiperidin-3-yl)-1-oxoisoindolin-5-yl)pyridin-4-yl)methyl)pyrrolidine-2-carboxamide